N1=NC(N=C2N=C3C=CC=CC3=C21)=S 3H-1,2,4-triazino[5,6-b]indole-3-thione